N-[(1R)-1-[3-[(2-Amino-2-oxo-ethyl)carbamoyl]phenyl]ethyl]-2-methyl-5-(4-methylpiperazin-1-yl)benzamide hydrochloride salt Cl.NC(CNC(=O)C=1C=C(C=CC1)[C@@H](C)NC(C1=C(C=CC(=C1)N1CCN(CC1)C)C)=O)=O